pentyl-(7-hydroxyheptyl)dimethylammonium C(CCCC)[N+](C)(C)CCCCCCCO